(R)-4-((3R,5S,7S,8R,9S,10S,13R,14S,17R)-3,7-dihydroxy-10,13-dimethylhexadecahydro-1H-cyclopenta[a]phenanthren-17-yl)pentanamide O[C@@H]1CC[C@@]2([C@H]3CC[C@@]4([C@H](CC[C@H]4[C@@H]3[C@H](C[C@@H]2C1)O)[C@@H](CCC(=O)N)C)C)C